CC1(N(C[C@H](C1)C1=CC=CC=C1)C(=O)[C@@H]1CC[C@H]2N1C([C@H](CCCC2)NC(=O)C2=CC1=C(S2)C=CC(=C1)C(F)(F)P(O)(O)=O)=O)C ((2-(((3S,6S,10aS)-3-((R)-2,2-dimethyl-4-phenylpyrrolidine-1-carbonyl)-5-oxodecahydropyrrolo[1,2-a]azocin-6-yl)carbamoyl)benzo[b]thiophen-5-yl)difluoromethyl)phosphonic acid